N-(3-chloro-2-fluorophenylmethyl)-2-((3-hydroxyoxetan-3-yl)methylamino)acetamide ClC=1C(=C(C=CC1)CNC(CNCC1(COC1)O)=O)F